C(CCCCC)N(CCCCCC)CCCCCC TRIHEXYLAMINE